(1S,3aR,4S,7R,7aS)-octahydro-1H-4,7-epoxyisoindole-1-carbonitrile [C@@H]1(NC[C@@H]2[C@@H]3CC[C@H]([C@H]12)O3)C#N